ethyl 6-(benzhydrylideneamino)-8-fluoro-imidazo[1,2-a]pyridine-2-carboxylate C(C1=CC=CC=C1)(C1=CC=CC=C1)=NC=1C=C(C=2N(C1)C=C(N2)C(=O)OCC)F